OC=1C=C2C(=CNC2=CC1)/C=C/C(=O)C1=CC=NC=C1 trans-3-(5-hydroxy-1H-indol-3-yl)-1-(4-pyridinyl)-2-propen-1-one